FC1=C(C=C2C=C(NC2=C1)C(=O)N1C[C@@H](CCC1)NC(OC(C)(C)C)=O)OC(F)(F)F (R)-tert-butyl 1-(6-fluoro-5-(trifluoromethoxy)-1H-indole-2-carbonyl)piperidin-3-ylcarbamate